O=C1NC(CCC1N1C(C=2C=C3C(=CC2C1=O)CC(C3)C=O)=O)=O 2-(2,6-dioxopiperidin-3-yl)-1,3-dioxo-1,2,3,5,6,7-hexahydrocyclopenta[f]isoindole-6-carbaldehyde